FC=1C(=CC2=C(CCO2)C1)C=NS(=O)C(C)(C)C N-((5-fluoro-2,3-dihydrobenzofuran-6-yl)methylidene)-2-methylpropane-2-sulfinamide